ClC1=CC=C(S1)CNC1=CC(=NN1C(C(COC)(C)C)=O)C1(C(NCCC1)=O)C 3-(5-[(5-chlorothiophen-2-yl)methyl]amino-1-(3-methoxy-2,2-dimethylpropanoyl)-1H-pyrazol-3-yl)-3-methylpiperidin-2-one